oleoylmethyl-sodium taurate NCCS(=O)(=O)O.C(CCCCCCC\C=C/CCCCCCCC)(=O)C[Na]